1-methyl-1H-pyrazole-3-carbonyl azide CN1N=C(C=C1)C(=O)N=[N+]=[N-]